CC1=CNC2=NC=C(C=C21)C2=CC(=C1CCN(CC1=C2)C(CC2CCOCC2)=O)[C@H]2N(CCC2)C(=O)OC(C)(C)C tert-butyl (S)-2-(7-(3-methyl-1H-pyrrolo[2,3-b]pyridin-5-yl)-2-(2-(tetrahydro-2H-pyran-4-yl)acetyl)-1,2,3,4-tetrahydroisoquinolin-5-yl)pyrrolidine-1-carboxylate